CN(CCCO)CCCC=C 3-[methyl(pent-4-en-1-yl)amino]propanol